5-(4-(3-Chlorophenyl)-1-methyl-1H-imidazol-5-yl)-1H-indazole ClC=1C=C(C=CC1)C=1N=CN(C1C=1C=C2C=NNC2=CC1)C